FC(C=1C(=NC(=NC1)NC1CCN(CC1)S(=O)(=O)C)C1=CN=C(S1)OCC)F 5-(Difluoromethyl)-4-(2-ethoxy-1,3-thiazol-5-yl)-N-(1-methylsulfonylpiperidin-4-yl)pyrimidin-2-amine